3-bromo-6-(4-(4-methylpiperazin-1-yl)piperidin-1-yl)pyrazolo[1,5-a]Pyrimidine BrC=1C=NN2C1N=CC(=C2)N2CCC(CC2)N2CCN(CC2)C